(3S)-5-(4-bromophenyl)-3,6,7-trimethyl-1,3-dihydro-2H-thieno[2,3-e][1,4]diazepin-2-one BrC1=CC=C(C=C1)C=1C2=C(NC([C@@H](N1)C)=O)SC(=C2C)C